ClC1=C(C=C(C=C1)N1C=NC=C1C)CO [2-Chloro-5-(5-methylimidazol-1-yl)phenyl]methanol